BrC1=C(C=NN1C)O[C@@H]1CN(C[C@@H]1OC)C(=O)OC(C)(C)C |r| rac-tert-butyl (3R,4S)-3-((5-bromo-1-methyl-1H-pyrazol-4-yl)oxy)-4-methoxypyrrolidine-1-carboxylate